5-[3-[(3R,9aS)-3-(3,4-difluorophenyl)-3-hydroxy-1,4,6,7,9,9a-hexahydropyrazino[2,1-c][1,4]oxazine-8-carbonyl]-2-chlorophenyl]-1H-imidazole-2-carbonitrile FC=1C=C(C=CC1F)[C@@]1(CN2[C@H](CO1)CN(CC2)C(=O)C=2C(=C(C=CC2)C2=CN=C(N2)C#N)Cl)O